C(C)N1N=C2N=C(C=NC2=C1)N[C@@H](C)C=1C=C(C=CC1)NC(C1=CN=C(C(=C1)C)N1C=NC=C1)=O (S)-N-(3-(1-((2-ethyl-2H-pyrazolo[3,4-b]pyrazin-6-yl)amino)ethyl)phenyl)-6-(1H-imidazol-1-yl)-5-methylnicotinamide